Tert-butyl ((2-chloro-5-fluorophenyl) (7-(3-fluoro-5-(trifluoromethyl) benzamido) imidazolo[1,2-a]pyridin-8-yl)methyl)carbamate ClC1=C(C=C(C=C1)F)C(C=1C=2N(C=CC1NC(C1=CC(=CC(=C1)C(F)(F)F)F)=O)C=CN2)NC(OC(C)(C)C)=O